[C@H](C)(CC)[C@@H]1N(CC2=C(NC1=O)C=CC=C2)C=2N=NNN2 (S)-3-((S)-sec-butyl)-4-(2H-tetrazol-5-yl)-1,3,4,5-tetrahydro-2H-benzo[e][1,4]Diazepin-2-one